tert-butyl 6-[4-(5-chloro-2,4-difluoro-anilino)pyrido[3,2-d]pyrimidin-6-yl]-1,6-diazaspiro[3.3]heptane-1-carboxylate ClC=1C(=CC(=C(NC=2C3=C(N=CN2)C=CC(=N3)N3CC2(CCN2C(=O)OC(C)(C)C)C3)C1)F)F